N-(2-oxo-2-(prop-2-yn-1-ylamino)ethyl)propanamide O=C(CNC(CC)=O)NCC#C